amino-(5R)-[(3S)-ethylmorpholine-N-carbonyl]-piperidine NC1N(CCCC1)C(=O)N1[C@H](COCC1)CC